ClC1=C(C=C2C(=N1)CN(C2=O)C)C 2-chloro-3,6-dimethyl-7H-pyrrolo[3,4-b]pyridin-5-one